C(C)(C)(C)OC(=O)N1C[C@@H]([C@H](CC1)CNC1=NC=2N(C(=N1)NC1=CC(=CC=C1)NC(C1=CC(=CC=C1)NC(C=C)=O)=O)N=CC2C(C)C)O (3R,4R)-4-(((4-((3-(3-Acrylamidobenzoylamino)phenyl)amino)-8-isopropylpyrazolo[1,5-a][1,3,5]triazin-2-yl)amino)methyl)-3-Hydroxypiperidine-1-carboxylic acid tert-butyl ester